N-[(1S)-1-(dicyclopropylmethyl)-2-[[5-(2,5-dimethyl-1-oxido-pyridin-1-ium-3-yl)-6-fluoro-2-pyridyl]amino]-2-oxo-ethyl]-2-(2,2-difluoropropyl)pyrazole-3-carboxamide C1(CC1)C([C@@H](C(=O)NC1=NC(=C(C=C1)C=1C(=[N+](C=C(C1)C)[O-])C)F)NC(=O)C=1N(N=CC1)CC(C)(F)F)C1CC1